5-(2-fluoro-4-((4-methoxypyridin-3-yl)methoxy)phenyl)-4-(2-methoxyethoxy)-N-(4-((4-methylpiperazin-1-yl)methyl)phenyl)-7H-pyrrolo[2,3-d]pyrimidin-2-amine FC1=C(C=CC(=C1)OCC=1C=NC=CC1OC)C1=CNC=2N=C(N=C(C21)OCCOC)NC2=CC=C(C=C2)CN2CCN(CC2)C